3-(4-(1-(5-((4-(4-bromo-7,7-dimethyl-5-oxo-5,7-dihydroindolo[1,2-a]quinazolin-10-yl)piperidin-1-yl)methyl)thiazol-2-yl)piperidin-4-yl)-2,6-difluorophenyl)piperidine-2,6-dione BrC=1C=2C(N=C3N(C2C=CC1)C1=CC(=CC=C1C3(C)C)C3CCN(CC3)CC3=CN=C(S3)N3CCC(CC3)C3=CC(=C(C(=C3)F)C3C(NC(CC3)=O)=O)F)=O